CC(COC1CCCC1)C(C)C cyclopentyl 2,3-dimethyl-butyl ether